C(C)OCCOC(C[C@@H]1N(CCN(C1)CC1=CC(=C(C=C1)C1=CC=C(C=C1)C(C(F)(F)F)(C(F)(F)F)O)C)CC1=CC=NC=C1)=O.CC(C)(C)[SiH3] (trimethyl-methyl)Silane 2-ethoxyethyl-(S)-2-(4-((4'-(1,1,1,3,3,3-hexafluoro-2-hydroxypropan-2-yl)-2-methyl-[1,1'-biphenyl]-4-yl)methyl)-1-(pyridin-4-ylmethyl)piperazin-2-yl)acetate